BrC=1C=C2C(=NC1)N(C=C2C=2N(N=CC2)C)[SH4]OOC2=CC=C(C=C2)C 5-bromo-1-[(4-methylphenyl)dioxy-λ6-sulfenyl]-3-(2-methylpyrazol-3-yl)pyrrolo[2,3-b]pyridine